FC1CC(C1)C(=O)N1[C@H]([C@]2(COCC(N2)=O)CCC1)COC1CCN(CC1)C1=NC=C(C=N1)F |o1:8,9| rel-(6S,7R)-8-(3-fluorocyclobutanecarbonyl)-7-({[1-(5-fluoropyrimidin-2-yl)piperidin-4-yl]oxy}methyl)-4-oxa-1,8-diazaspiro[5.5]undecan-2-one